1-(4-(3-(4,5-Dihydropyrrolo[1,2-a]quinoxalin-4-yl)pyridin-2-yl)piperazin-1-yl)-2-(dimethylamino)ethan-1-one C1=CC=C2N1C1=CC=CC=C1NC2C=2C(=NC=CC2)N2CCN(CC2)C(CN(C)C)=O